6-chloro-3-(4-(3-(4-cinnamylphenoxy)propoxy)phenyl)-2-methyl-quinazolin-4(3H)-one ClC=1C=C2C(N(C(=NC2=CC1)C)C1=CC=C(C=C1)OCCCOC1=CC=C(C=C1)CC=CC1=CC=CC=C1)=O